6-(6-(((1S,2R,3R,5R)-2-fluoro-1-methyl-9-azabicyclo[3.3.1]nonan-3-yl)oxy)-1,2,4-triazin-3-yl)isoquinolin-7-ol F[C@@H]1[C@@]2(CCC[C@H](C[C@H]1OC1=CN=C(N=N1)C=1C=C3C=CN=CC3=CC1O)N2)C